ClC1=C2C=NN(C2=C(C=C1)C(=O)NC1CC2(CC(C2)CC(=O)O)C1)CC1=CN=C(O1)C1=CC=CC=C1 2-(6-(4-chloro-1-((2-phenyloxazol-5-yl)methyl)-1H-indazol-7-carboxamido)spiro[3.3]hept-2-yl)acetic acid